1-(3-Fluoropyridin-2-yl)-N-((1-methyl-1H-benzo[d][1,2,3]triazol-5-yl)methyl)ethan-1-amine FC=1C(=NC=CC1)C(C)NCC1=CC2=C(N(N=N2)C)C=C1